N[C@@H](C(=O)O)CNC(C1=CC(=CC(=C1)N1CCOCC1)F)=O (R)-2-amino-3-(3-fluoro-5-morpholinobenzamido)propanoic acid